(±)-trans-isopropyl 2-(3-((6-(5-((isobutoxycarbonyl)amino)-1-methyl-1H-1,2,3-triazol-4-yl)-2-methylpyridin-3-yl)oxy)cyclopentyl)acetate C(C(C)C)OC(=O)NC1=C(N=NN1C)C1=CC=C(C(=N1)C)O[C@@H]1C[C@H](CC1)CC(=O)OC(C)C |r|